C[Si](OCCCCC)(OCCCCC)C1=CC=CC2=CC=CC=C12 Methyl-(naphthyl)dipentyloxysilane